(4R,7S)-1,3-dioxol O1COC=C1